(3R,5S)-5-(1,1-dimethylethyl)-3-phenylmorpholin-2-one CC(C)(C)[C@H]1COC([C@H](N1)C1=CC=CC=C1)=O